1-(3-bromophenyl)cyclobutan-1-ol BrC=1C=C(C=CC1)C1(CCC1)O